1,2-bis(3-aminophenyl)ethane NC=1C=C(C=CC1)CCC1=CC(=CC=C1)N